ClC1=C(C=CC=C1)CC(=O)NC1=CC(=C(C=C1)N1N=CC(=C1)C=1C=NC=CC1)S(N)(=O)=O 2-(2-chlorophenyl)-N-{4-[4-(pyridin-3-yl)-1H-pyrazol-1-yl]-3-sulfamoylphenyl}acetamide